(±)-4-(4-(1-aminoethyl)-8-fluoro-2-methylquinolin-6-yl)-5-fluoro-N-(1-(methylsulfonyl)piperidin-4-yl)pyrimidin-2-amine methanesulfonate CS(=O)(=O)O.N[C@H](C)C1=CC(=NC2=C(C=C(C=C12)C1=NC(=NC=C1F)NC1CCN(CC1)S(=O)(=O)C)F)C |r|